C(C)(C)(C)OC(=O)N1CC2(CC2)C[C@H]1C(NC1=NC(=CC=C1)Br)=O (S)-6-((6-bromopyridin-2-yl)carbamoyl)-5-azaspiro[2.4]heptane-5-carboxylic acid tert-butyl ester